[(3S,4S,5R)-3-[(tert-butyldimethylsilyl) oxy]-5-(2,4-dioxo-3H-pyrimidin-1-yl)-4-methoxy-2-[(trifluoromethanesulfonyloxy)methyl]oxolan-2-yl]methyl trifluoromethanesulfonate FC(S(=O)(=O)OCC1(O[C@H]([C@H]([C@@H]1O[Si](C)(C)C(C)(C)C)OC)N1C(NC(C=C1)=O)=O)COS(=O)(=O)C(F)(F)F)(F)F